C(#N)C(C)OC(C=1C(C(=O)[O-])=CC(C(=O)[O-])=CC1C1(N=CC=N1)CCCCCCCCCCC)=O 1-cyanoethyl-2-undecylimidazoleTrimellitate